dicyclohexyl-(4-trifluoromethoxyphenyl)phosphonium tetrafluoroborate F[B-](F)(F)F.C1(CCCCC1)[PH+](C1=CC=C(C=C1)OC(F)(F)F)C1CCCCC1